FC=1C=NN(C1C1=CC=C(C=C1)NC(OC(C)(C)C)=O)C tert-butyl (4-(4-fluoro-1-methyl-1H-pyrazol-5-yl)phenyl)carbamate